O=C1NC(CCC1N1C(C2=CC=C(C=C2C1=O)NCCCCCCCCC(=O)N(C)CC1=CC=C(OCCN2C=CC3=CC=C(C=C23)C(=O)NO)C=C1)=O)=O 1-(2-(4-((9-((2-(2,6-dioxopiperidin-3-yl)-1,3-dioxoisoindolin-5-yl)amino)-N-methylnonanamido)methyl)phenoxy)ethyl)-N-hydroxy-1H-indole-6-carboxamide